methyl-N-(3-piperidinylmethyl)-4-[5-(4-pyridinyl)-3-pyridinyl]benzamide CC1=C(C(=O)NCC2CNCCC2)C=CC(=C1)C=1C=NC=C(C1)C1=CC=NC=C1